NCCC[Si](OCCC)(OCCC)OCCC Aminopropyl-tripropoxysilane